dimethoxy-thioxanthene COC1=C(C=2CC3=CC=CC=C3SC2C=C1)OC